C1(CCCCC1)P(C1=C(C=CC=C1)C1=C(C=CC=C1OC)OC)C1CCCCC1 dicyclohexyl(2',6'-dimethoxy[1,1'-biphenyl]-2-yl)phosphane